(S)-1-benzylisoquinoline C(C1=CC=CC=C1)C1=NC=CC2=CC=CC=C12